Tert-butyl 1-(1-((Benzyloxy)carbonyl)piperidin-4-yl)-3-iodo-1,4,6,7-tetrahydro-5H-pyrazolo[4,3-c]pyridine-5-carboxylate C(C1=CC=CC=C1)OC(=O)N1CCC(CC1)N1N=C(C=2CN(CCC21)C(=O)OC(C)(C)C)I